[Si](C)(C)(C(C)(C)C)OC1=CC=C(C=C1)C1=CC(=CN2C1=NS(CC2)(=O)=O)Cl 9-(4-{[tert-butyl(dimethyl)silyl]oxy}phenyl)-7-chloro-3,4-dihydropyrido[2,1-c][1,2,4]thiadiazine 2,2-dioxide